(E)-10-Benzylidene-8-methoxy-3,3-dimethyl-2,3,4a,9,9a,10-hexahydro-1H-indeno[1,2-c]pyrazolo[1,2-a]pyrazol-1-one C(/C1=CC=CC=C1)=C\1/C2C(N3N1C(CC3(C)C)=O)C=3C=CC=C(C3C2)OC